5-(5-(azetidin-3-ylmethyl)-3-isopropyl-1H-indol-2-yl)-1,3,4-trimethylpyridin-2(1H)-one N1CC(C1)CC=1C=C2C(=C(NC2=CC1)C=1C(=C(C(N(C1)C)=O)C)C)C(C)C